Tert-butyl (2,6-dichloropyridin-4-yl)carbamate ClC1=NC(=CC(=C1)NC(OC(C)(C)C)=O)Cl